NC1=CC=CC(=N1)/C=C/C(=O)OC methyl (E)-3-(6-aminopyridin-2-yl)acrylate